5-(trifluoromethyl)-1-[[4-[5-(trifluoromethyl)-1,2,4-oxadiazol-3-yl]phenyl]methyl]pyridin-2-one FC(C=1C=CC(N(C1)CC1=CC=C(C=C1)C1=NOC(=N1)C(F)(F)F)=O)(F)F